4-(2-{[(2R,7aS)-2-fluoro-hexahydropyrrolizin-7a-yl]methoxy}-5-[cyclopropyl(methyl)amino]pyrido[4,3-d]pyrimidin-7-yl)-5-ethynyl-6-fluoronaphthalen-2-ol F[C@@H]1C[C@@]2(CCCN2C1)COC=1N=CC2=C(N1)C=C(N=C2N(C)C2CC2)C2=CC(=CC1=CC=C(C(=C21)C#C)F)O